BrC1=C(C=CC(=C1)OC(F)(F)F)F 2-bromo-1-fluoro-4-(trifluoromethoxy)benzene